2,2-bis(3-amino-4-tolyl)hexafluoropropane NC=1C=C(C=CC1C(C(F)(F)F)(C(F)(F)F)C1=C(C=C(C=C1)C)N)C